FC1=CC=C2C(=CNC2=C1)CC(=O)N1C[C@@H](N(CC1)C)C(=O)O (R)-4-(2-(6-fluoro-1H-indol-3-yl)acetyl)-1-methylpiperazine-2-carboxylic acid